P([O-])([O-])=O.C(C)[NH3+].C(C)[NH3+] ethyl-ammonium phosphonate